FC(C1=C(C=C(C(=C1)N)C(F)(F)F)N)(F)F 2,5-bis(trifluoromethyl)benzene-1,4-diamine